N-(5-methyl-4-oxo-2,3,4,5-tetrahydrobenzo[b][1,4]oxazepin-3-yl)-7-(3-(trifluoromethyl)phenyl)-1H-indole-2-carboxamide CN1C2=C(OCC(C1=O)NC(=O)C=1NC3=C(C=CC=C3C1)C1=CC(=CC=C1)C(F)(F)F)C=CC=C2